C(C)OC(=O)C1=NN=C2N1CCN(C2)CC2=CC=C(C=C2)[C@H]2COC=1C(=NC=CC1)O2 7-[(S)-4-(2,3-dihydro-[1,4]dioxino[2,3-b]pyridin-3-yl)-benzyl]-5,6,7,8-tetrahydro-[1,2,4]triazolo[4,3-a]pyrazine-3-carboxylic acid ethyl ester